Benzyl 7-[(2R,4aR,5R,7aR)-2-(1,1-difluoropentyl)-octahydro-2-hydroxy-6-oxo-cyclopenta[b]pyran-5-yl]heptanoate FC(CCCC)(F)[C@]1(CC[C@H]2[C@H](O1)CC([C@@H]2CCCCCCC(=O)OCC2=CC=CC=C2)=O)O